C(CCCCCCC)(=O)OC METHYL CAPRYLATE